(1S)-1-(2-fluorophenyl)propan-1-amine FC1=C(C=CC=C1)[C@H](CC)N